NC1=C2C(=NC=N1)N(N=C2C2=CC=C(C=C2)OC2=CC=CC=C2)C[C@@H]2N(CCC2)C(C=C)=O 1-((R)-2-((4-amino-3-(4-phenoxyphenyl)-1H-pyrazolo[3,4-d]pyrimidin-1-yl)methyl)pyrrolidin-1-yl)prop-2-en-1-one